1-bromo-8-chloro-3-(methoxymethoxy)naphthalene BrC1=CC(=CC2=CC=CC(=C12)Cl)OCOC